COC(CCC(=O)N1CSC=2C1=NC(=C(C2)Br)C=2SC=CC2Cl)=O 4-[6-bromo-5-(3-chloro-2-thienyl)-2H-thiazolo[4,5-b]pyridin-3-yl]-4-oxo-butanoic acid methyl ester